3-(2',3'-difluoro-[1,1'-biphenyl]-3-yl)isoxazolidine FC1=C(C=CC=C1F)C1=CC(=CC=C1)C1NOCC1